C(C)C=1N=NN(N1)CC1=CC=CC=C1 ethyl-2-benzyl-2H-tetrazole